(S)-1-(naphthalen-2-yl)ethan-1-ol C1=C(C=CC2=CC=CC=C12)[C@H](C)O